CC=1C=C(C=CC1OC1=CC2=C(N(N=N2)C)C=C1)NC1=NC=NC2=C1N=C(N=C2)N2C(C(N(C(C2([2H])[2H])([2H])[2H])C(C=C)=O)([2H])[2H])([2H])[2H] 1-(4-(8-((3-methyl-4-((1-methyl-1H-benzo[d][1,2,3]triazol-5-yl)oxy)phenyl)amino)pyrimido[5,4-d]pyrimidin-2-yl)piperazin-1-yl-2,2,3,3,5,5,6,6-d8)prop-2-en-1-one